tert-butyl (2S,5S)-2-methyl-3-oxo-1,4-diazepane-5-carboxylate C[C@@H]1NCC[C@H](NC1=O)C(=O)OC(C)(C)C